C(C)(=O)C1=CC(=NC(=C1)C1CC1)C(=O)NC1=CC(=CC=C1)C1(COC1)[C@@H](C1=NN=CN1C)F (S)-4-acetyl-6-cyclopropyl-N-(3-(3-(fluoro(4-methyl-4H-1,2,4-triazol-3-yl)methyl)oxetan-3-yl)phenyl)picolinamide